3,5-difluoro-2-(trifluoromethyl)aniline FC=1C(=C(N)C=C(C1)F)C(F)(F)F